C(C)(C)(C)OC(=O)N(C1=CC(=NC=2N1N=CC2C2CC2)NC[C@@H]2[C@H](CN(CC2)C(=O)OC(C)(C)C)O)CC2=CC=C(C=C2)C2=NC=CC=C2 tert-butyl (3R,4R)-4-(((7-((tert-butoxycarbonyl)(4-(pyridin-2-yl)benzyl)amino)-3-cyclopropylpyrazolo[1,5-a]pyrimidin-5-yl)amino)methyl)-3-hydroxypiperidine-1-carboxylate